1-ethyl 3-methyl 2-(2,3-dihydroxypropyl)propanedioate OC(CC(C(=O)OCC)C(=O)OC)CO